(2S,3R)-2-aminotetradecane-1,3-diol N[C@@H](CO)[C@@H](CCCCCCCCCCC)O